4-[6-(4-fluoro-6-pyrrolidin-1-yl-2-pyridyl)-5-methyl-7,8-dihydro-5H-pyrido[4,3-d]pyrimidin-2-yl]thiazole FC1=CC(=NC(=C1)N1CCCC1)N1C(C2=C(N=C(N=C2)C=2N=CSC2)CC1)C